2-chloro-8-[(4-fluorophenyl)methyl]-6H,7H,8H-pyrimido[5,4-b][1,4]oxazine ClC=1N=CC=2OCCN(C2N1)CC1=CC=C(C=C1)F